BrCCOC1=CC=C(OC=2C3=C(SC2C2=C(C=C(C=C2)F)C(C)(F)F)C=C(C=C3)B3OC(C(O3)(C)C)(C)C)C=C1 2-(3-(4-(2-bromoethoxy)phenoxy)-2-(2-(1,1-difluoroethyl)-4-fluorophenyl)benzo[b]Thiophen-6-yl)-4,4,5,5-tetramethyl-1,3,2-dioxaborolane